1-[5-(trifluoromethoxy)pyridin-2-yl]piperazine FC(OC=1C=CC(=NC1)N1CCNCC1)(F)F